COC=1C=C2C(=CC=NC2=CC1)N1CCC(CC1)C(CNS(=O)(=O)NC(OC(C)(C)C)=O)C tert-butyl N-(2-(1-(6-methoxyquinolin-4-yl)piperidin-4-yl)propyl)sulfamoylcarbamate